3-[pentadec-4-enyl]Tetrahydrofuran-2,5-dione C(CCC=CCCCCCCCCCC)C1C(OC(C1)=O)=O